Diethyl 2-acetamido-2-(2,2-difluoroethyl)malonate C(C)(=O)NC(C(=O)OCC)(C(=O)OCC)CC(F)F